COC=1C=C(CNC2=CC(=CC=C2)OCCN2CCOCC2)C=CC1 N-(3-methoxybenzyl)-3-(2-morpholinoethoxy)aniline